C(C)(=O)OCCC(C)P(=O)(OC)OC1=C(C(=CC(=C1)CCCCC)O)C1=CC(=CC=C1)C 3-(((6-hydroxy-3'-methyl-4-pentyl-[1,1'-biphenyl]-2-yl)oxy)(methoxy)phosphoryl)butyl acetate